BrC1=C2C(C(=O)N(C2=O)O)=C(C(=C1Br)Br)Br 3,4,5,6-tetrabromo-N-hydroxyphthalimide